C1CCC2=NC=3C=CC=CC3C(=C21)NCCC=2C(=NN(C2O)C2=NC=CC=C2)C(=O)N (2-((2,3-dihydro-1H-cyclopenta[b]quinolin-9-yl)amino)ethyl)-5-hydroxy-1-(pyridin-2-yl)-1H-pyrazole-3-carboxamide